C1OCC12CN(C2)C=2C(=NC(=NC2)NC[C@@H]2CNCC2)C2=CC=C(C#N)C=C2 4-(5-{2-oxa-6-azaspiro[3.3]heptan-6-yl}-2-{[(3S)-pyrrolidin-3-ylmethyl]amino}pyrimidin-4-yl)benzonitrile